(Z)-1-(((1r,4r)-4-aminocyclohexyl)methyl)-3-((3,5-dimethyl-1H-pyrrol-2-yl)methylene)-5-fluoro-2-oxo-N-(prop-2-yn-1-yl)indole-6-carboxamide hydrochloride Cl.NC1CCC(CC1)CN1C(\C(\C2=CC(=C(C=C12)C(=O)NCC#C)F)=C/C=1NC(=CC1C)C)=O